O([C@H]1[C@H](O)[C@@H](O)[C@@H](O)CO1)[C@H]1[C@H](O)[C@H](O)[C@@H](O)[C@@H](O1)C alpha-L-rhamnopyranosyl-(1→2) alpha-L-arabinopyranoside